(S)-1-(3-Amino-6-fluoro-1H-indazol-1-yl)-3-(4-fluorophenoxy)-2-methylpropan-1-one NC1=NN(C2=CC(=CC=C12)F)C([C@H](COC1=CC=C(C=C1)F)C)=O